OCC1CCC(CC1)NC=1C2=C(N=C(N1)NC=1C(=NN(C1)C1CCN(CC1)C)OC)NC=C2C=O (4-(((1r,4r)-4-(hydroxymethyl)cyclohexyl)amino)-2-((3-methoxy-1-(1-methylpiperidin-4-yl)-1H-pyrazol-4-yl)amino)-7H-pyrrolo[2,3-d]pyrimidin-5-yl)methanone